C1(CC1)CC1=C(C(=NN1C=1SC=C(N1)C(=O)O)C1=CC(=C(C=C1)F)C1=CC(=C(C=C1)C(C)C)C)CC1=CC(=C(C=C1)S(N)(=O)=O)F 2-[5-(cyclopropylmethyl)-3-[4-fluoro-3-(4-isopropyl-3-methylphenyl)phenyl]-4-[(3-fluoro-4-sulfamoylphenyl)methyl]pyrazol-1-yl]-1,3-thiazole-4-carboxylic acid